CNC1=CC=C2C=CC(=CC2=C1)S(=O)(=O)NC1(CC1)C 7-(methylamino)-N-(1-methylcyclopropyl)naphthalene-2-sulfonamide